1,1'-Disulfandiylbis(4-fluoro-2-methyl-5-nitrobenzol) S(SC1=C(C=C(C(=C1)[N+](=O)[O-])F)C)C1=C(C=C(C(=C1)[N+](=O)[O-])F)C